5-(1'-(2-(4-(4-(2,6-Dioxopiperidin-3-yl)phenyl)piperidin-1-yl)ethyl)-[4,4'-bipiperidin]-1-yl)-2-((S)-1-(3-ethoxy-4-methoxyphenyl)-2-(methylsulfonyl)ethyl)isoindoline-1,3-dione O=C1NC(CCC1C1=CC=C(C=C1)C1CCN(CC1)CCN1CCC(CC1)C1CCN(CC1)C=1C=C2C(N(C(C2=CC1)=O)[C@H](CS(=O)(=O)C)C1=CC(=C(C=C1)OC)OCC)=O)=O